(2E)-N-(2-Hydroxy-2-methylpropyl)-2-dodecenamide OC(CNC(\C=C\CCCCCCCCC)=O)(C)C